17,21-dihydroxy-pregna-4-ene-3,20-dione O[C@]1(C(CO)=O)CC[C@H]2[C@@H]3CCC4=CC(CC[C@]4(C)[C@H]3CC[C@]12C)=O